NC=1C(=C(C=CC1)C=1N=C(SC1C1=NC(=NC=C1)Cl)C1CCN(CC1)C(CN1CCC2(CN(C2)C(=O)OC(C)(C)C)CC1)=O)F tert-butyl 7-(2-{4-[4-(3-amino-2-fluorophenyl)-5-(2-chloropyrimidin-4-yl)-1,3-thiazol-2-yl]piperidin-1-yl}-2-oxoethyl)-2,7-diazaspiro[3.5]nonane-2-carboxylate